C(C)[Si](OCC)(OCC)CC Diethyl-diethoxysilan